4-(quinuclidin-3-yloxy)pyridin-3-amine N12CC(C(CC1)CC2)OC2=C(C=NC=C2)N